3-hydroxypropylphenyl ketone OCCCC(=O)C1=CC=CC=C1